NC([C@H](C[C@H]1C(NCCC1)=O)NC(=O)[C@H]1N([C@@H]2CC([C@H]1CC2)(F)F)C([C@H](C)NC2=C(C=CC(=C2)F)F)=O)=O (1S,3S,4S)-N-[(1S)-2-amino-2-oxo-1-[[(3S)-2-oxo-3-piperidyl]methyl]ethyl]-2-[(2S)-2-(2,5-difluoroanilino)propanoyl]-5,5-difluoro-2-azabicyclo[2.2.2]octane-3-carboxamide